(3R)-6-[1-(Azetidin-1-yl)-2-hydroxypropan-2-yl]-3-(4-chlorophenyl)-2-[(5-chloropyridin-2-yl)methyl]-3-methoxy-2,3-dihydro-1H-isoindol-1-on N1(CCC1)CC(C)(O)C1=CC=C2[C@](N(C(C2=C1)=O)CC1=NC=C(C=C1)Cl)(OC)C1=CC=C(C=C1)Cl